C(C)C1=C(C(=CC=C1)CC)NCC(=O)O N-(2,6-diethylphenyl)glycine